CC=1SC(=C(N1)C)C#CC1=CN(C2=NC=C(C=C21)NC(C=C)=O)C N-(3-((2,4-Dimethylthiazol-5-yl)ethynyl)-1-methyl-1H-pyrrolo[2,3-b]pyridin-5-yl)acrylamide